N-{1-trifluoromethyl-1-[3-methyl-4-(3-oxo-morpholin-4-yl)-phenylcarbamoyl]-ethyl}-amid FC(C(C)(C(NC1=CC(=C(C=C1)N1C(COCC1)=O)C)=O)[NH-])(F)F